2-(3-fluoro-2-hydroxypyridin-4-yl)-1H,5H,6H,7H-pyrrolo[3,2-c]pyridin-4-one FC=1C(=NC=CC1C1=CC=2C(NCCC2N1)=O)O